methyl 5-bromo-2-cyclopropylpyrazole-3-carboxylate BrC=1C=C(N(N1)C1CC1)C(=O)OC